N-(2-(5-(5-amino-2-methylpiperidine-1-carbonyl)-7-methoxy-1-methyl-1H-benzo[d]imidazol-2-yl)-1-(cyclopropylmethyl)-1H-pyrrolo[2,3-b]pyridin-6-yl)-N-ethylmethanesulfonamide NC1CCC(N(C1)C(=O)C1=CC2=C(N(C(=N2)C2=CC=3C(=NC(=CC3)N(S(=O)(=O)C)CC)N2CC2CC2)C)C(=C1)OC)C